ethyl (1r,3R,4S)-6-oxabicyclo[3.1.0]hexane-3-carboxylate [C@H]12CC(CC2O1)C(=O)OCC